C1(CC2C(CC1)O2)CC[Si](OC)(OC)C (2-(3,4-epoxycyclohexyl)ethyl)methyldimethoxysilane